tert-butyl ((1S,3S)-3-((5-(2-methylpyrimidin-5-yl)-2-oxo-2H-[1,3'-bipyridin]-6'-yl)amino)cyclopentyl)carbamate CC1=NC=C(C=N1)C=1C=CC(N(C1)C=1C=NC(=CC1)N[C@@H]1C[C@H](CC1)NC(OC(C)(C)C)=O)=O